2-Methylpropionic acid tert-butyl ester C(C)(C)(C)OC(C(C)C)=O